C(#N)C1=CC(=C(COC2=CC=CC(=N2)C2CCN(CC2)C(C(=O)O)CO)C=C1)F 2-(4-(6-((4-cyano-2-fluorobenzyl)oxy)pyridin-2-yl)piperidin-1-yl)-3-hydroxypropionic acid